CC1=NC=CN=C1 2-Methylpyrazin